1-hydrazino-3-(4-morpholinyl)-2-propanol N(N)CC(CN1CCOCC1)O